1,1,1-trifluoro-2-hydroxypropan FC(C(C)O)(F)F